N-(thiophene-2-ylmethyl)-9H-fluorene-9-imine S1C(=CC=C1)CN=C1C2=CC=CC=C2C=2C=CC=CC12